FC(CCS(=O)(=O)C1=CC=C(C=C1)C)F 1-(3,3-difluoropropylsulfonyl)-4-methyl-benzene